trans-N-(3-(2,6-dimethoxyphenyl)-1H-pyrrolo[2,3-b]pyridin-6-yl)-2-(2-(dimethylamino)ethyl)cyclopropane-1-carboxamide COC1=C(C(=CC=C1)OC)C1=CNC2=NC(=CC=C21)NC(=O)[C@H]2[C@@H](C2)CCN(C)C